Methanesulfonylazanyl benzoate C(C1=CC=CC=C1)(=O)ONS(=O)(=O)C